ClC=1C=C(C=C(C1)B1OC(C(O1)(C)C)(C)C)C=1N=C(OC1)N 4-(3-chloro-5-(4,4,5,5-tetramethyl-1,3,2-dioxaborolan-2-yl)phenyl)oxazol-2-amine